cyclopropyl-4-trimethylsilyl-but-3-yn-2-one C1(CC1)CC(C#C[Si](C)(C)C)=O